(S)-ethyl 2-(2-((7-(3-(aminomethyl)phenyl)benzofuran-5-yl)carbamoyl)pyrrolidin-1-yl)acetate NCC=1C=C(C=CC1)C1=CC(=CC=2C=COC21)NC(=O)[C@H]2N(CCC2)CC(=O)OCC